2,6-dihydroimidazo[1,2-c]pyrido[2,3-e]pyrimidin-5(3H)-one N=1CCN2C(NC3=C(C21)N=CC=C3)=O